[Si](C)(C)(C(C)(C)C)OC=1C2=CC=CC3=CC=C4C=CC=C(C1O[Si](C)(C)C(C)(C)C)C4=C32 4,5-bis-(t-butyldimethylsilyloxy)-pyrene